4-[4-[(4-methoxyphenyl)methylsulfanyl]-2-oxo-3H-benzimidazol-1-yl]cyclohexanecarboxylic acid COC1=CC=C(C=C1)CSC1=CC=CC=2N(C(NC21)=O)C2CCC(CC2)C(=O)O